ethyl (2E)-3-{1-[5-(benzyloxy)pentyl]-4-methyl-1H-benzotriazol-5-yl}prop-2-enoate C(C1=CC=CC=C1)OCCCCCN1N=NC2=C1C=CC(=C2C)/C=C/C(=O)OCC